FC1=C(C=CC=C1)[C@H](C)NC(=O)C1CCN(CC1)C1=NC(=NO1)C1=CC=C(C=C1)OC (S)-N-(1-(2-fluorophenyl)ethyl)-1-(3-(4-methoxyphenyl)-1,2,4-oxadiazol-5-yl)piperidine-4-carboxamide